N[C@H](C)C1=C2C=C(NC(C2=CC(=C1)F)=O)C=1C(=NN(C1)C)CC=O (R)-2-(4-(5-(1-aminoethyl)-7-fluoro-1-oxo-1,2-dihydroisoquinolin-3-yl)-1-methyl-1H-pyrazol-3-yl)acetaldehyde